3-bromomethyl-benzyl alcohol BrCC=1C=C(CO)C=CC1